[C@H]12OC[C@H](N(C1)C[C@@H]1NC[C@H](N(C1)C(=O)OC(C)(C)C)C)C2 tert-butyl (2R,5S)-5-(((1R,4R)-2-oxa-5-azabicyclo[2.2.1]heptan-5-yl) methyl)-2-methylpiperazine-1-carboxylate